O1CC[C@@H](C2=CC=CC=C12)NC(=O)C=1C=NC2=C(N=CC(=C2C1N(C)C)OC)C1=C(C(=CC(=C1)F)F)F N-[(4S)-chroman-4-yl]-8-(2,3,5-trifluorophenyl)-5-methoxy-4-(dimethylamino)-1,7-naphthyridine-3-carboxamide